2,5-Dimethyl-2,5-bis(tert-Butylperoxy)hexan CC(C)(CCC(C)(OOC(C)(C)C)C)OOC(C)(C)C